ClC1=CC(=C(C=C1)NC(=O)C=1N=C2N(C=C(C=C2)C2=NOC(=N2)C(F)(F)F)C1)F N-(4-chloro-2-fluorophenyl)-6-(5-(trifluoromethyl)-1,2,4-oxadiazol-3-yl)imidazo[1,2-a]pyridine-2-carboxamide